9,10-bis(4-ethylphenoxy)anthracene (2S,3R)-methyl-2-(4-ethynylbenzamido)-3-hydroxybutyrate COC([C@H]([C@@H](C)O)NC(C1=CC=C(C=C1)C#C)=O)=O.C(C)C1=CC=C(OC=2C3=CC=CC=C3C(=C3C=CC=CC23)OC2=CC=C(C=C2)CC)C=C1